(3R)-3-amino-5-[(4-chlorophenyl)methyl]-8-fluoro-7-[2-[(3R)-1-methylpyrrolidin-3-yl]tetrazol-5-yl]-1,1-dioxo-2,3-dihydro-1lambda6,5-benzothiazepin-4-one N[C@H]1CS(C2=C(N(C1=O)CC1=CC=C(C=C1)Cl)C=C(C(=C2)F)C=2N=NN(N2)[C@H]2CN(CC2)C)(=O)=O